(4R,5R)-5-((R)-5H-Imidazo[5,1-a]isoindol-5-yl)-4,5,6,7-tetrahydropyrazolo[1,5-a]pyridin-4-ol C=1N=CN2C1C1=CC=CC=C1[C@H]2[C@@H]2[C@H](C=1N(CC2)N=CC1)O